α-cyano-β-ethyl phenylcinnamate C1(=CC=CC=C1)C(C(=O)OCCC#N)=CC1=CC=CC=C1